O=C1CO[C@@H](CN1)CN1C(=CC2=CC(=CC=C12)CN1CCC2(CN(C2)C2=NC=NC3=CC=C(C=C23)CC(F)(F)F)CC1)C#N 1-{[(2S)-5-oxomorpholin-2-yl]methyl}-5-({2-[6-(2,2,2-trifluoroethyl)quinazolin-4-yl]-2,7-diazaspiro[3.5]non-7-yl}methyl)-1H-indole-2-carbonitrile